C1(CCC1)C=1C=CC=C(C#N)C1 5-cyclobutylbenzonitrile